2-[2-(1-cyclopropylpyrazol-4-yl)tetrahydropyran-4-yl]-4-(2,4-difluorophenyl)-7-methyl-pteridine C1(CC1)N1N=CC(=C1)C1OCCC(C1)C1=NC2=NC(=CN=C2C(=N1)C1=C(C=C(C=C1)F)F)C